O=C1N(CCC(C1)=O)C(=O)[O-] 2,4-dioxo-piperidine-1-carboxylate